CO[C@H]1[C@@H](O[C@H]([C@@H]([C@H]1OCCC)OC)C)OC(NC1=CC=C(C=C1)C1=NN(C=N1)C1=CC=C(C=C1)OC(C(F)(F)F)(F)F)=O [(2S,3R,4R,5S,6S)-3,5-dimethoxy-6-methyl-4-propoxy-tetrahydropyran-2-yl]-N-[4-[1-[4-(1,1,2,2,2-pentafluoroethoxy)phenyl]-1,2,4-triazol-3-yl]phenyl]-carbamate